6-chloro-5-fluoro-N,N-bis(4-methoxybenzyl)-4-methylpyridin-2-amine ClC1=C(C(=CC(=N1)N(CC1=CC=C(C=C1)OC)CC1=CC=C(C=C1)OC)C)F